N-[2-(1-methylindol-5-yl)ethyl]butyramide CN1C=CC2=CC(=CC=C12)CCNC(CCC)=O